1,8-bismaleimidotriethylene glycol C1(C=CC(N1C(COCCOCC(N1C(C=CC1=O)=O)O)O)=O)=O